4-chloro-1-(3-cyanocyclobutyl)-N-(2-fluoro-6-methyl-4-(phenylethynyl)phenyl)-1H-pyrazole-5-carboxamide ClC=1C=NN(C1C(=O)NC1=C(C=C(C=C1C)C#CC1=CC=CC=C1)F)C1CC(C1)C#N